OP(O)OP(O)O.C(CCCCCCCCCCCC)C(C(C(O)(CCCCCCCCCCCCC)CCCCCCCCCCCCC)(CO)CO)O tris(tridecyl)pentaerythritol diphosphite